FC(C(C(F)(F)F)(C(F)(F)F)OCCCCCCCCCCCCNCCCCCCCCCCCCOC(C(F)(F)F)(C(F)(F)F)C(F)(F)F)(F)F bis(12-(perfluoro-tert-butoxy)dodecyl)amine